(±)-(4aR,13bR)-4-ethyl-1,2,3,4,4a,5,6,13b-octahydro-8H-[1,6]naphthyridino[5,6-b]quinazolin-8-one C(C)N1CCC[C@@H]2[C@H]1CCN1C2=NC2=CC=CC=C2C1=O |r|